(Z)-3-(3,4-Dichlorophenyl)-1-(4-hydroxyphenyl)prop-2-en-1-one ClC=1C=C(C=CC1Cl)\C=C/C(=O)C1=CC=C(C=C1)O